N1=CC=C(C=C1)C#CC1=CC=NC=C1 4-[2-(pyridin-4-yl)ethynyl]pyridine